BrC1=C(C(=CC=C1)F)C[C@@H](C)N[S@](=O)C(C)(C)C (R)-N-((R)-1-(2-bromo-6-fluorophenyl)propan-2-yl)-2-methylpropane-2-sulfinamide